tert-butyl (3R)-3-[(8-methyl-1-isoquinolyl)-[4-(1-methyltriazol-4-yl)piperidine-1-carbonyl]amino]-piperidine-1-carboxylate CC=1C=CC=C2C=CN=C(C12)N([C@H]1CN(CCC1)C(=O)OC(C)(C)C)C(=O)N1CCC(CC1)C=1N=NN(C1)C